C1=CC=C(C=C1)OP(=O)(N=[N+]=[N-])OC1=CC=CC=C1 diphenylphosphorylazide